6-Bromo-1-cyclopropyl-5-fluoro-1H-indole BrC1=C(C=C2C=CN(C2=C1)C1CC1)F